trans-indeno-fluorene C1=C2C=C3C(=CC=C4C=5C=CC=CC5C=C34)C2=CC=C1